O1COC2=C1C=CC=C2B(O)O 2H-1,3-benzodioxol-4-ylboronic acid